[5-[(5-chloropyridin-2-yl)methoxy]-1,3,4-thiadiazol-2-yl]-4-(5-cyano-2-methoxyphenyl)-6-methylpyridine-3-carboxamide ClC=1C=CC(=NC1)COC1=NN=C(S1)C1=NC(=CC(=C1C(=O)N)C1=C(C=CC(=C1)C#N)OC)C